O[C@H](COC1=CC=C(C(=O)OCC2=CC=CC=C2)C=C1)CN1N=CN=N1 Benzyl (S)-4-(2-hydroxy-3-(2H-tetrazol-2-yl)propoxy)benzoate